2-(2-((5-(4-(aminomethyl)phenyl)-1-isopropyl-1H-indazol-3-yl)methoxy)phenyl)acetic acid NCC1=CC=C(C=C1)C=1C=C2C(=NN(C2=CC1)C(C)C)COC1=C(C=CC=C1)CC(=O)O